CC1(SCCN1C(=O)C1=C(C(=O)O)C=CC(=C1)C(=O)O)C 2-(2,2-dimethyl-thiazolidine-3-carbonyl)terephthalic acid